(2Z)-2-[2-(4-Cyanophenyl)-1-[3-(trifluoromethyl)phenyl]ethylidene]-N-[4-(difluoromethoxy)phenyl]-hydrazine-carboxamid C(#N)C1=CC=C(C=C1)C/C(/C1=CC(=CC=C1)C(F)(F)F)=N/NC(=O)NC1=CC=C(C=C1)OC(F)F